BrC=1SC(=C(N1)OC1=C(C=C(C=C1)N1N=CN(C1=O)CC1=C(C=CC=C1F)F)F)C 2-[4-(2-bromo-5-methyl-thiazol-4-yl)oxy-3-fluoro-phenyl]-4-[(2,6-difluorophenyl)methyl]-1,2,4-triazol-3-one